(R)-2-(4-cyclohexyl-1H-1,2,3-triazol-1-yl)-N-((3-(3-fluoro-4-morpholinophenyl)-2-oxooxazolidin-5-yl)methyl)acetamide C1(CCCCC1)C=1N=NN(C1)CC(=O)NC[C@@H]1CN(C(O1)=O)C1=CC(=C(C=C1)N1CCOCC1)F